CC1(COC1)OC1=CC=C(C=N1)N1CC=2C(=NC=CC2C1=O)C1=C(C=CC=C1)OCC(F)(F)F 2-{6-[(3-methyloxetan-3-yl)oxy]pyridin-3-yl}-4-[2-(2,2,2-trifluoroethoxy)phenyl]-2,3-dihydro-1H-pyrrolo[3,4-c]pyridin-1-one